C(C)(C)(C)P(C1=C(C2=CC=CC=C2C=C1)C1=CC=CC2=CC=CC=C12)C(C)(C)C 2-[di(tertbutyl)phosphino]-1,1'-binaphthyl